[Co].[Cu].[Fe] iron copper-cobalt